C[C@@H]1CCN(C=2C=C3C=CNC3=NC2O1)C1=C(C(=O)O)C=CC=C1 2-[(13R)-13-methyl-14-oxa-2,4,10-triazatricyclo[7.5.0.0^3,7]tetradec-1(9),2,5,7-tetraen-10-yl]benzoic acid